1-[4-({3-[6-(2,3-Dihydro-benzo[1,4]dioxin-5-yl)-2-methoxy-pyridin-3-ylamino]-benzylamino}-methyl)-piperidin-1-yl]-ethanone O1CCOC2=C1C=CC=C2C2=CC=C(C(=N2)OC)NC=2C=C(CNCC1CCN(CC1)C(C)=O)C=CC2